(3-bromo-2-fluoro-phenyl)hydrazine hydrochloride Cl.BrC=1C(=C(C=CC1)NN)F